benzyl 4-[3-(tert-butoxycarbonylamino)-3-methyl-cyclobutyl]piperazine-1-carboxylate C(C)(C)(C)OC(=O)NC1(CC(C1)N1CCN(CC1)C(=O)OCC1=CC=CC=C1)C